CN1CCN(CC1)C(CN)CC 2-(4-methyl-1-piperazinyl)-1-butylamine